C(C=1C(C(=O)OCCOCCOCCCC)=CC=CC1)(=O)OCCOCCOCCCC di(butoxyethoxyethyl) phthalate